2-fluoro-3-methoxy-naphthalen-1-ol FC1=C(C2=CC=CC=C2C=C1OC)O